CN1N=CC(=C1C(F)(F)F)C(C)O 1-(1-methyl-5-(trifluoromethyl)-1H-pyrazol-4-yl)ethan-1-ol